C(=O)(O)C1=C(C=C(C=C1)C1=CC(=C(C=C1)O)F)F 4-(4-carboxyl-3-fluorophenyl)-2-fluorophenol